ClC1=CC=C(C(=N1)C1=CN=CS1)N[C@H](C)C1=CC(=CC=2N=C3OCC4COCCN4C3=NC12)F 6-chloro-N-[(1R)-1-(14-fluoro-5,9-dioxa-2,11,18-triazatetracyclo[8.8.0.02,7.012,17]octadeca-1(18),10,12(17),13,15-pentaen-16-yl)ethyl]-2-thiazol-5-yl-pyridin-3-amine